12-methyl-14-carbonylbicyclo[9.3.1]pentadecanone CC1C2CCCCCCCCC(C(C(C1)=C=O)C2)=O